(S,E)-N7-(1-((7-((2,4-Difluorobenzyl)oxy)-1H-indol-2-yl)methyl)-2-oxo-1,2-dihydropyridin-3-yl)-6-(2-methoxyacetamido)-N1,N1-dimethylhept-2-endiamid FC1=C(COC=2C=CC=C3C=C(NC23)CN2C(C(=CC=C2)NC([C@H](CC/C=C/C(=O)N(C)C)NC(COC)=O)=O)=O)C=CC(=C1)F